3-chloro-6-(2-ethoxymethoxy)-4,6-dimethylbenzene ClC1=CCC(C=C1C)(C)OCOCC